N-Acetyl-S-(1,2-dihydroxy-4-naphthyl)cysteine C(C)(=O)N[C@@H](CSC1=CC(=C(C2=CC=CC=C12)O)O)C(=O)O